C(C)(C)(C)OC(=O)N([C@@H](C)C(=O)C1=CN(C2=CC=C(C=C12)F)C(=O)OC(C)(C)C)C tert-butyl 3-(N-(tert-butoxycarbonyl)-N-methylalanyl)-5-fluoro-1H-indole-1-carboxylate